adamantylidene-1,2-dioxetane C12C(C3CC(CC(C1)C3)C2)=C2OOC2